N-((S)-1-(((R)-3-methyl-1-((R)-5-methyl-4,8-dioxo-1,3,6,2-dioxathiaborocan-2-yl)butyl)amino)-1-oxo-3-phenylpropan-2-yl)pyrazine-2-carboxamide CC(C[C@@H](B1OC(CS[C@@H](C(O1)=O)C)=O)NC([C@H](CC1=CC=CC=C1)NC(=O)C1=NC=CN=C1)=O)C